C(CCCCCCC)OC=1C(=C(C=CC1)C1=CC=CC=C1)C#N n-octyloxy-cyanobiphenyl